dipentaerythritol tetrapelargonate C(CCCCCCCC)(=O)OCC(COC(CCCCCCCC)=O)(COCC(COC(CCCCCCCC)=O)(COC(CCCCCCCC)=O)CO)CO